3,5-difluoro-2-(2-pyridyl)phenyl-(2-carbazolylpyridyl)iridium (iii) FC=1C(=C(C=C(C1)F)[Ir+]C=1C(=NC=CC1)C1=CC=CC=2C3=CC=CC=C3NC12)C1=NC=CC=C1